COC1=NC2=CC=C(C=C2C=C1)C=1C=C(C=NC1)N1CCN(CC1)C(=O)C=1C=NN(C1)C (4-(5-(2-methoxyquinolin-6-yl)pyridin-3-yl)piperazin-1-yl)(1-methyl-1H-pyrazol-4-yl)methanone